1,5,7-trimethyl-4-oxo-N-(4-(trifluoromethyl)cyclohexyl)-4,5-dihydro-1H-pyrrolo[3,2-c]pyridine-3-carboxamide CN1C=C(C=2C(N(C=C(C21)C)C)=O)C(=O)NC2CCC(CC2)C(F)(F)F